[Mg].N[C@@H]([C@H](O)C)C(=O)O L-threonine magnesium